3-cyano-propyl-dimethyl-fluorosilane (S)-quinuclidin-3-yl((R)-6-fluoro-5-(4-methoxyphenyl)-2,2-dimethyl-2,3-dihydro-1H-inden-1-yl)carbamate N12C[C@H](C(CC1)CC2)N(C(O)=O)[C@@H]2C(CC1=CC(=C(C=C21)F)C2=CC=C(C=C2)OC)(C)C.C(#N)CCC[Si](F)(C)C